C[SiH2]CNC(=O)NC[SiH2]C 1,3-bis(methylsilylmethyl)urea